[Ba].[Bi]=O bismuth oxide, barium salt